2-(4-Carboxy-3'-fluoro-4'-methoxy[1,1'-biphenyl]-3-yl)-1,3-dioxo-2,3-dihydro-1H-isoindole C(=O)(O)C1=C(C=C(C=C1)C1=CC(=C(C=C1)OC)F)N1C(C2=CC=CC=C2C1=O)=O